N[C@@H](CC1=CC=C(C=C1)O)C(=O)[O-].[K+] potassium tyrosine salt